NC1=NN2C(N=CC=C2)=C1C(=O)N[C@@H](C)C=1N(C(C=2C(=CC=C3C2C1CC3)C#CC=3C=NN(C3)C)=O)C3=CC=CC=C3 (S)-2-amino-N-(1-(8-((1-methyl-1H-pyrazol-4-yl)ethynyl)-1-oxo-2-phenyl-1,2,4,5-tetrahydrocyclopenta[de]isoquinolin-3-yl)ethyl)pyrazolo[1,5-a]pyrimidine-3-carboxamide